CC1=NN=C2N1C=C(C=C2)C2=CNC=1N=C(N=CC12)NC1CCC2(OCCO2)CC1 5-(3-methyl-[1,2,4]triazolo[4,3-a]pyridin-6-yl)-N-(1,4-dioxaspiro[4.5]decan-8-yl)-7H-pyrrolo[2,3-d]pyrimidin-2-amine